C(C)(C)OC=1C=C(C=CC1C)C(CCC(C)C)=O 1-(3-isopropoxy-4-methylphenyl)-4-methylpentan-1-one